C1(CCC1)N1CC(C(CC1)CC(C)C)C(=O)C1=CC2=CC=C(C=C2C=C1)OC (1-cyclobutyl-4-isobutylpiperidin-3-yl)(6-methoxynaphthalen-2-yl)methanone